4-[[(2S,3R,4S,5R)-3-(3,4-difluoro-2-vinyl-phenyl)-4,5-dimethyl-5-(trifluoromethyl)tetrahydrofuran-2-carbonyl]amino]pyridine-2-carboxamide FC=1C(=C(C=CC1F)[C@@H]1[C@H](O[C@]([C@H]1C)(C(F)(F)F)C)C(=O)NC1=CC(=NC=C1)C(=O)N)C=C